FC1=C2C(=C(NC2=C(C=C1)F)C1=CC=C(C=C1)F)C=CC(=O)N[C@H](C(F)(F)F)CO 3-[4,7-difluoro-2-(4-fluorophenyl)-1H-indol-3-yl]-N-[(1S)-2,2,2-trifluoro-1-(hydroxymethyl)ethyl]propenamide